C(C1=CC=CC=C1)[C@H]1N(CCNC1)C1=CC2=C(C=N1)C(=NN2C)C=2C(=C(C(=C(C2)C(F)(F)F)F)O)F (R)-3-(6-(2-Benzylpiperazin-1-yl)-1-methyl-1H-pyrazolo[4,3-c]pyridin-3-yl)-2,6-difluoro-5-(trifluoromethyl)phenol